[Ca+2].C(=O)N1C=2C(NC(=NC2NC[C@@H]1CNC1=CC=C(C(N[C@@H](CCC(=O)[O-])C(=O)O)=O)C=C1)N)=O.C(=O)N1C=2C(NC(=NC2NC[C@@H]1CNC1=CC=C(C(N[C@@H](CCC(=O)[O-])C(=O)O)=O)C=C1)N)=O 5-formyl-(6S)-tetrahydrofolic acid calcium salt